FC1=C(NC=2C(=NC(=C(N2)NC)C=2C3=C(C=NC2)N(C=N3)C)C(=O)N)C=CC(=C1)CN1[C@@H]3CO[C@H](C1)C3 3-[2-fluoro-4-[[(1S,4S)-2-oxa-5-azabicyclo[2.2.1]hept-5-yl]methyl]anilino]-5-(methylamino)-6-(3-methylimidazo[4,5-c]pyridin-7-yl)pyrazine-2-carboxamide